BrC1=CC=C(C=C1)C(C(CS(=O)(=O)C1=CC=C(C)C=C1)C1=CC=C(C=C1)Br)=O 1,2-bis(4-bromophenyl)-3-(p-toluenesulfonyl)propan-1-one